C(C)(=O)N1CCN(CC1)C1=C(N(C=2N(C1=O)N=C(N2)C=2CCOCC2)CC(=O)O)C 2-(6-(4-acetylpiperazin-1-yl)-2-(3,6-dihydro-2H-pyran-4-yl)-5-methyl-7-oxo-[1,2,4]triazolo[1,5-a]pyrimidin-4(7H)-yl)acetic acid